C(OC[C@H]1O[C@@]([C@@H]([C@@H]1O)O)(C#N)C1=CC=C2C(=NC=NN21)N)(O[C@H]2[C@@H](CC[C@H](C2)C)C(C)C)=O ((2R,3S,4R,5R)-5-(4-aminopyrrolo[2,1-f][1,2,4]triazin-7-yl)-5-cyano-3,4-dihydroxytetrahydrofuran-2-yl)methyl ((1R,2S,5R)-2-isopropyl-5-methylcyclohexyl) carbonate